benzoic acid-d5 [2H]C1=C(C(=C(C(=C1[2H])[2H])C(=O)O)[2H])[2H]